C(C)(C)(C)OC(=O)NCC1=CC(=C(C=C1)NC(=O)C1=CC2=C(OCCC3=C2SC=C3)C=C1C=1C(=NC(=CC1)C(NC1=C(C(=CC=C1)Cl)F)=O)C(=O)OC)C methyl 3-(9-((4-(((tert-butoxycarbonyl)amino)methyl)-2-methylphenyl)carbamoyl)-4,5-dihydrobenzo[b]thieno[2,3-d]oxepin-8-yl)-6-((3-chloro-2-fluorophenyl)carbamoyl)picolinate